ClC1=CC2=C(N(C(N2C2CCN(CC2)S(=O)(=O)C)=O)CC2=C(C=C(C=C2)C=2OC(=NN2)C(F)F)F)C=C1 5-chloro-1-(4-(5-(difluoromethyl)-1,3,4-oxadiazol-2-yl)-2-fluorobenzyl)-3-(1-(methylsulfonyl)piperidin-4-yl)-1,3-dihydro-2H-benzo[d]imidazol-2-one